O1C=C(C2=C1C=CC=C2)C=2C(N(C(C2)=O)CC2CCOCC2)=O 3-(benzofuran-3-yl)-1-((tetrahydro-2H-pyran-4-yl)methyl)-1H-pyrrole-2,5-dione